isopropyl 2-(2-((7-(5-methyl-1,2,4-oxadiazol-3-yl)isoquinolin-1-yl)amino)ethyl)-1,2,3,4-tetrahydroisoquinoline-7-carboxylate CC1=NC(=NO1)C1=CC=C2C=CN=C(C2=C1)NCCN1CC2=CC(=CC=C2CC1)C(=O)OC(C)C